5-(4-chloro-2-fluorophenyl)-7-((2s,6s)-2-cyclopropyl-6-methyl-4-morpholinyl)-2,3-dimethylpyrido[4,3-d]pyrimidin-4(3H)-one ClC1=CC(=C(C=C1)C1=NC(=CC=2N=C(N(C(C21)=O)C)C)N2C[C@@H](O[C@H](C2)C)C2CC2)F